gallium-lanthanum [La].[Ga]